CC=1C=CC=NC1OCC1(CC1)C(F)(F)F 5-methyl-6-((1-(trifluoromethyl)cyclopropyl)methoxy)pyridin